Cl.ClCC1=CSC2=NC3=CC=CC(=C3CN21)F 3-(chloromethyl)-6-fluoro-5H-thiazolo[2,3-b]Quinazoline hydrochloride